FC1=C(C(=C(C=C1C1=NN(C2=C1C=NC(=C2)N2C(CN(CC2)C)C2CCOCC2)C)C(F)(F)F)F)O 2,6-Difluoro-3-(1-methyl-6-(4-methyl-2-(tetrahydro-2H-pyran-4-yl)piperazin-1-yl)-1H-pyrazolo[4,3-c]pyridin-3-yl)-5-(trifluoromethyl)phenol